methyl 2-[4-(4-methylpyrazolo[1,5-a]pyridin-2-yl)-1,4,6,7-tetrahydroimidazo[4,5-c]pyridin-5-yl]pyrimidine-5-carboxylate CC=1C=2N(C=CC1)N=C(C2)C2N(CCC1=C2N=CN1)C1=NC=C(C=N1)C(=O)OC